O=S1(CCC(CC1)C1=CC2=C(N=CN=C2N[C@H](C)C2=CC=C(S2)C2=C(CN(C(OC(C)(C)C)=O)C)C=CC=C2)N(C1=O)CCCCCCCCO)=O tert-butyl (R)-(2-(5-(1-((6-(1,1-dioxidotetrahydro-2H-thiopyran-4-yl)-8-(8-hydroxyoctyl)-7-oxo-7,8-dihydropyrido[2,3-d]pyrimidin-4-yl)amino)ethyl)thiophen-2-yl)benzyl)(methyl)carbamate